C1(CC1)C=1C(=NON1)C(=O)N[C@H](C(NC1=NC=CC(=C1)CN1C(N[C@@H](C1)C(F)(F)F)=O)=O)C1CCC(CC1)(F)F 4-Cyclopropyl-N-((S)-1-(4,4-difluorocyclohexyl)-2-oxo-2-((4-(((S)-2-oxo-4-(trifluoromethyl)imidazolidin-1-yl)methyl)pyridin-2-yl)amino)ethyl)-1,2,5-oxadiazole-3-carboxamide